(S)-2-aminopropionic acid tetrahydro-2H-pyran-4-yl ester hydrochloride Cl.O1CCC(CC1)OC([C@H](C)N)=O